cumyl peroxyheptanoate C(CCCCCC)(=O)OOC(C)(C)C1=CC=CC=C1